N(N)C1=NC(=CC(=N1)C#N)NC1=C(C=C(C=C1)OC)OC 2-hydrazino-6-[(2,4-dimethoxyphenyl)amino]pyrimidine-4-carbonitrile